[(7R)-5-[1-tert-butyl-5-[[1-(2,6-difluorophenyl)-6-oxo-pyridazine-3-carbonyl]amino]indazol-4-yl]-5-azaspiro[2.4]heptan-7-yl]carbamate C(C)(C)(C)N1N=CC2=C(C(=CC=C12)NC(=O)C1=NN(C(C=C1)=O)C1=C(C=CC=C1F)F)N1CC2(CC2)[C@H](C1)NC([O-])=O